methyl 4-[3-[2,6-dichloro-4-(3-oxoazetidin-1-yl)benzoyl]-2,4-dihydro-1,3-benzoxazin-8-yl]-5-fluoro-2-(3-oxa-8-azabicyclo[3.2.1]octan-8-yl)benzoate ClC1=C(C(=O)N2COC3=C(C2)C=CC=C3C3=CC(=C(C(=O)OC)C=C3F)N3C2COCC3CC2)C(=CC(=C1)N1CC(C1)=O)Cl